2-(3,4-epoxy cyclohexyl)ethyl methacrylate C(C(=C)C)(=O)OCCC1CC2C(CC1)O2